[Na].NCCS(=O)(=O)OCC ethyl taurate Sodium